C(#C)C1=CC=CC=[NH+]1 6-ethynylpyridinium